C1(CC1)C1=NN(C(=C1C(F)(F)F)C(=O)NC1=CC(=NC=C1)S(=O)(=N)C)CC1(CC(C1)(F)F)C 3-Cyclopropyl-1-((3,3-difluoro-1-methylcyclobutyl)methyl)-N-(2-(S-methylsulfonimidoyl)pyridin-4-yl)-4-(trifluoromethyl)-1H-pyrazole-5-carboxamide